(S)-5-(2-fluoro-6-hydroxy-3-(5-methyl-2,5-dihydro-1H-pyrrol-3-yl)phenyl)-1,2,5-thiadiazolidin-3-one 1,1-dioxide FC1=C(C(=CC=C1C=1CN[C@H](C1)C)O)N1CC(NS1(=O)=O)=O